S-Methyl-4-((4-(benzyloxy)butyl)(methyl)amino)-4-methylpent-2-ynethioat CS=C(C#CC(C)(C)N(C)CCCCOCC1=CC=CC=C1)[O-]